NC1=C(SC2=NC(=CC=C21)C)C(=O)NCCC2=CC(=C(C=C2)N2CCNCC2)C=2C=NN(C2)C 3-amino-6-methyl-N-(3-(1-methyl-1H-pyrazol-4-yl)-4-(piperazin-1-yl)phenethyl)thieno[2,3-b]pyridine-2-carboxamide